N-(4-((3-chloro-2-fluorophenyl)amino)-7-((3-methyl-1-(2,2,2-trifluoroethyl)-pyrrolidin-3-yl)ethynyl)quinazolin-6-yl)acrylamide ClC=1C(=C(C=CC1)NC1=NC=NC2=CC(=C(C=C12)NC(C=C)=O)C#CC1(CN(CC1)CC(F)(F)F)C)F